C(C)[Al](CC)CC triethylaluminium